tetraaminothianthrene NC1=C(C(=C(C=2SC3=CC=CC=C3SC12)N)N)N